BrC=1C=CC(=C(C1)S(=O)(=O)NC=1C=NC=2CCN(CC2C1)C(=O)OC(C)(C)C)OC tert-butyl 3-((5-bromo-2-methoxyphenyl)sulfonamido)-7,8-dihydro-1,6-naphthyridine-6(5H)-carboxylate